C(#N)CC1=C(C(=O)N2[C@@H](C[C@H](C2)O)C(=O)NCC2=CC=C(C=C2)C2=C(N=CS2)C)C=CC=C1 (2s,4r)-1-(2-(cyanomethyl)benzoyl)-4-hydroxy-N-(4-(4-methylthiazol-5-yl)benzyl)pyrrolidine-2-carboxamide